3-[(2,3-dihydrothieno[3,4-b]-[1,4]dioxin-2-yl)methoxy]-1-ethyl-1-propanesulfonic acid O1C=2C(OCC1COCCC(S(=O)(=O)O)CC)=CSC2